The molecule is a dicarboxylic acid dianion obtained by deprotonation of both carboxy groups of hexacosanedioic acid; major species at pH 7.3. It is a conjugate base of a hexacosanedioic acid. C(CCCCCCCCCCCCC(=O)[O-])CCCCCCCCCCCC(=O)[O-]